C[C@@H]1N(CC1)C=1N=C(C2=C(N1)CCC2)C=2C=C(C=CC2)S(=O)(=N)C2=CC=C(C#N)C=C2 4-(3-(2-((S)-2-Methylazetidin-1-yl)-6,7-dihydro-5H-cyclopenta[d]pyrimidin-4-yl)phenylsulfonimidoyl)benzonitrile